(biphenylyl)[di(phenyl)triazinyl]dibenzothiophene C1(=C(C=CC=C1)C1=C(C2=C(SC3=C2C=CC=C3)C=C1)C1=NN=NC(=C1C1=CC=CC=C1)C1=CC=CC=C1)C1=CC=CC=C1